(2S,5S)-4-(4,4-difluoro-2,2-dimethylbutanoyl)-2,3,4,5-tetrahydro-2,5-methanopyrido[3,4-f][1,4]oxazepine-9-carbonitrile FC(CC(C(=O)N1C[C@H]2OC3=C([C@@H]1C2)C=NC=C3C#N)(C)C)F